COC1=C(CNS(=O)(=O)CC)C=CC(=C1)OC N-(2,4-dimethoxybenzyl)ethane-1-Sulfonamide